C(C)O[Si](CCCNC(C(C(C(C(C(C(C(F)(F)F)(F)F)(F)F)(F)F)(F)F)(F)F)(F)F)=O)(OCC)OCC N-(3-triethoxysilylpropyl)perfluorooctanoic acid amide